1-(4-(1,4-dimethyl-1H-pyrazol-5-yl)-5-fluoropyrimidin-2-yl)-N-hydroxypiperidine-4-carboxamide CN1N=CC(=C1C1=NC(=NC=C1F)N1CCC(CC1)C(=O)NO)C